N-hydroxypyrimidinamide ONC(=O)C1=NC=CC=N1